1-cyclobutyl-4,5,6,7-tetrahydro-1H-pyrazolo[4,3-f][1,4]oxazepine C1(CCC1)N1N=CC=2CNCCOC21